OC1C(C(C=C1)=O)CCCCCCC(=O)OC methyl 7-(2-hydroxy-5-oxocyclopent-3-en-1-yl)-heptanoate